FC=1C=C2C(=NC1C1=CC=C(C=C1)C1=CC=C(C=C1)CN1CCN(CC1)CCOCCO)N=C(N2)OC=2C=CC(=C(C(=O)O)C2)C 5-((6-fluoro-5-(4'-((4-(2-(2-hydroxyethoxy)ethyl)piperazin-1-yl)methyl)-[1,1'-biphenyl]-4-yl)-1H-imidazo[4,5-b]pyridin-2-yl)oxy)-2-methylbenzoic acid